3-endo-{8-[2-(3-cyclohexylpropylamino)ethyl]-8-azabicyclo[3.2.1]oct-3-yl}-benzamide C1(CCCCC1)CCCNCCN1C2CC(CC1CC2)C=2C=C(C(=O)N)C=CC2